CC1(OB(OC1(C)C)C1=C(C=CC=C1)C=1CN(CC1)C(=O)OC(C)(C)C)C tert-butyl 3-(2-(4,4,5,5-tetramethyl-1,3,2-dioxaborolan-2-yl)phenyl)-2,5-dihydro-1H-pyrrole-1-carboxylate